3,3-dimethyl-allyl bromide CC(=CCBr)C